tert-butyl (trans-4-((benzylcarbamoyl) (6-(1-methyl-1H-pyrazol-4-yl)pyridazin-3-yl)amino)cyclohexyl)carbamate C(C1=CC=CC=C1)NC(=O)N([C@@H]1CC[C@H](CC1)NC(OC(C)(C)C)=O)C=1N=NC(=CC1)C=1C=NN(C1)C